NC1=NC=CC=C1C1=NC=2C(=NC(=CC2)C2=CC=CC=C2)N1C1=CC=C(CNC(=O)C=2C=C(C=C3C2N=C(S3)C(=O)N)F)C=C1 N4-(4-(2-(2-Aminopyridin-3-yl)-5-phenyl-3H-imidazo[4,5-b]pyridin-3-yl)benzyl)-6-fluorobenzo[d]thiazole-2,4-dicarboxamide